CC=1N=CSC1[C@@]1(NC(NC1=O)=O)CNC(=O)C=1C(=CC=CC1)C1=CC=C(C=C1)C(F)(F)F |r| rac-N-{[4-(4-methyl-1,3-thiazol-5-yl)-2,5-dioxoimidazolidin-4-yl]methyl}-4'-(trifluoromethyl)[biphenyl]-2-carboxamide